(E)-3-[4-[4-(4,4,4-trifluorobutoxy)benzoyl]oxyphenyl]prop-2-enoic acid FC(CCCOC1=CC=C(C(=O)OC2=CC=C(C=C2)/C=C/C(=O)O)C=C1)(F)F